cyclodecan-10-ol C1CCCCCCCCC1O